2-amino-N-[7-methoxy-8-(3-morpholin-4-ylpropoxy)-2,3-dihydroimidazo[1,2-c]quinazolin-5-yl]-1,3-thiazole-5-carboxamide NC=1SC(=CN1)C(=O)NC1=NC=2C(=C(C=CC2C=2N1CCN2)OCCCN2CCOCC2)OC